O1CCN(CC1)CC[C] (2-morpholinoethyl)carbon